N1C=C(C2=CC=CC=C12)CCCNC(=O)C1=NC2=CC(=C(C=C2N(C1=O)C[C@@H]([C@@H]([C@@H](CO)O)O)O)C)C N-(3-(1H-indol-3-yl)propyl)-6,7-dimethyl-3-oxo-4-((2s,3s,4r)-2,3,4,5-tetrahydroxypentyl)-3,4-dihydroquinoxaline-2-carboxamide